C(C)(C)(C)C1(C=CC=C1)[Zr]([Si](C)(C)C)([Si](C)(C)C)C1(C=CC=C1)C(C)(C)C bis(tert-butylcyclopentadienyl)bis(trimethylsilyl)zirconium